N-{1-[3-cyano-6-methyl-4-(trifluoromethyl)pyridin-2-yl]-1H-pyrazol-3-yl}-2-(trifluoromethyl)benzamide C(#N)C=1C(=NC(=CC1C(F)(F)F)C)N1N=C(C=C1)NC(C1=C(C=CC=C1)C(F)(F)F)=O